C1(CC1)CC=1N(C(=CC1C=1SC=C(N1)C(=O)O)C1=CC(=CC=C1)C#CC(C)(C)O)CC1=CC(=C(C=C1)S(N)(=O)=O)F 2-(2-(cyclopropylmethyl)-1-(3-fluoro-4-sulfamoylbenzyl)-5-(3-(3-hydroxy-3-methylbut-1-yn-1-yl)phenyl)-1H-pyrrole-3-yl)thiazole-4-carboxylic acid